Br.BrCCN 2-bromoethyl-ammonia hydrobromide